Toluenesulfonic acid 2-ethylhexylamide C(C)C(CNS(=O)(=O)CC1=CC=CC=C1)CCCC